((2S,3S)-3-phenyl-1,4-dioxaspiro[4.4]nonan-2-yl)methyl sulfamate S(N)(OC[C@@H]1OC2(O[C@H]1C1=CC=CC=C1)CCCC2)(=O)=O